1-(3-((1S,3S)-4'-Chloro-3-hydroxy-1',2'-dihydrospiro[cyclopentane-1,3'-pyrrolo[2,3-b]pyridin]-5'-yl)-1H-indol-7-yl)piperidin-2-one ClC1=C2C(=NC=C1C1=CNC3=C(C=CC=C13)N1C(CCCC1)=O)NC[C@@]21C[C@H](CC1)O